(hydroxymethyl)glutathion OCN[C@H](C(=O)O)CCC(=O)N[C@@H](CS)C(=O)NCC(=O)O